8-fluoro-7-(8-fluoronaphthalen-1-yl)-2-(((2R,7aS)-2-fluorotetrahydro-1H-pyrrolizin-7a(5H)-yl)methoxy)-N-methyl-N-((R)-pyrrolidin-3-yl)pyrido[4,3-d]pyrimidin-4-amine FC1=C(N=CC2=C1N=C(N=C2N([C@H]2CNCC2)C)OC[C@]21CCCN1C[C@@H](C2)F)C2=CC=CC1=CC=CC(=C21)F